(2R,3S,4R,5R)-5-cyano-2-((2-cyclopentylacetoxy)methyl)-4-hydroxy-5-(4-(2-methoxy-2-methylpropanamido)pyrrolo[2,1-f][1,2,4]triazin-7-yl)tetrahydrofuran-3-yl D-valinate N[C@H](C(C)C)C(=O)O[C@@H]1[C@H](O[C@]([C@@H]1O)(C1=CC=C2C(=NC=NN21)NC(C(C)(C)OC)=O)C#N)COC(CC2CCCC2)=O